4-(3-methylbut-3-en-1-yn-1-yl)-1-tosylpiperidin-4-ol CC(C#CC1(CCN(CC1)S(=O)(=O)C1=CC=C(C)C=C1)O)=C